C(C)OC(=C)C1=C2C=C(N=CC2=C(N=C1)NC)C1(CC1)C(=O)N (5-(1-ethoxyvinyl)-8-(methylamino)-2,7-naphthyridin-3-yl)cyclopropanecarboxamide